2-azabicyclo[2.2.1]heptane-4-carboxylic acid hydrochloride Cl.C12NCC(CC1)(C2)C(=O)O